O1NC=CC=C1C(=O)O oxazine-6-carboxylic acid